C(C=C)N1N=NN=C1 N-prop-2-enyl-1H-tetrazole